C(#N)NC(=N)NCCCCC1=CC=CC=C1 N-cyano-N'-[4-phenylbutanyl]guanidine